C(#N)C1=NC=CC(=N1)C1(CCCCC1)NC(OCC1=CC=CC2=CC=CC=C12)=O naphthalen-1-ylmethyl (1-(2-cyanopyrimidin-4-yl)cyclohexyl)carbamate